ClC=1C(=NC=CC1)N1N=C(C=C1C(=O)NC1=C(C=C2C=NNC2=C1C(=O)N)C)OC 6-[[2-(3-chloro-2-pyridyl)-5-methoxy-pyrazole-3-carbonyl]amino]-5-methyl-1H-indazole-7-carboxamide